5-(2-methyl-2-pentyloxycarbonyl)-7-oxo-bicyclo[2.2.1]Hept-2-ene CC(C)(CCC)OC(=O)C1C2C=CC(C1)C2=O